6-(bromomethyl)-3,4-dihydroisoquinoline-2(1H)-carboxylic acid tert-butyl ester C(C)(C)(C)OC(=O)N1CC2=CC=C(C=C2CC1)CBr